2-amino-3-(2-pyridinyl)propan-1-ol NC(CO)CC1=NC=CC=C1